(1-(cyclopropylsulfonyl)-1H-pyrazol-4-yl)-N-(4-(4-fluoro-4-((methylamino)methyl)piperidin-1-yl)-5-((1-methyl-1H-pyrazol-4-yl)ethynyl)pyridin-2-yl)pyrimidin-4-amine C1(CC1)S(=O)(=O)N1N=CC(=C1)C1=NC=CC(=N1)NC1=NC=C(C(=C1)N1CCC(CC1)(CNC)F)C#CC=1C=NN(C1)C